C(CCCCCCC(=O)[O-])(=O)[O-].[K+].[K+] dipotassium octanedioate